BrC=1C(C2=CC=CC=C2C1C1=CC=CC=C1)C1=CC=CC=C1 2-bromo-1,3-diphenyl-1H-indene